6-(6-(4-methoxypyridin-3-yl)-4-methyl-1H-pyrazolo[4,3-c]pyridin-1-yl)-4-((2R,3S)-2-methyl-3-((methylsulfonyl)methyl)azetidin-1-yl)-N-(tetrahydro-2H-pyran-4-yl)pyridin-2-amine COC1=C(C=NC=C1)C1=CC2=C(C(=N1)C)C=NN2C2=CC(=CC(=N2)NC2CCOCC2)N2[C@@H]([C@H](C2)CS(=O)(=O)C)C